di(para-triethylsilylphenyl)methylene(2,7-di-tertbutylfluorenyl)(cyclopentadienyl)zirconium C(C)[Si](C1=CC=C(C=C1)C(=[Zr](C1C=CC=C1)C1=C(C=CC=2C3=CC=C(C=C3CC12)C(C)(C)C)C(C)(C)C)C1=CC=C(C=C1)[Si](CC)(CC)CC)(CC)CC